NC1=C(C=NN1C1(CCC1)C1=CC=C(C=C1)F)C(=O)N1C[C@@]2(CCC1)C1=C(NC(O2)=O)C=CC(=C1F)Cl (R)-1'-(5-Amino-1-(1-(4-fluorophenyl)cyclobutyl)-1H-pyrazole-4-carbonyl)-6-chloro-5-fluorospiro[benzo[d][1,3]oxazine-4,3'-piperidin]-2(1H)-one